N1=CC=C(C=C1)C1=CNC=2N=CC=3C(NC=CC3C21)=O 1-(pyridin-4-yl)-3,7-dihydro-6H-pyrrolo[2,3-c][2,7]naphthyridin-6-one